FC=1C=C(CN(C(=O)C=2OC=CC2)C2CCN(CC2)CCC2=CC=CC=C2)C=CC1 N-(3-fluorobenzyl)-N-(1-phenethylpiperidin-4-yl)-2-furoamide